CN(CCCC(=O)OC(CC)CCCCCCCC\C=C/C\C=C/CCCCC)C (12Z,15Z)-3-((4-(dimethylamino)butanoyl)oxy)henicosa-12,15-dien